tert-butyl (E)-9-(2-(3-(hydroxyamino)-3-oxoprop-1-en-1-yl)phenyl)-2,9-diazaspiro[5.5]undecane-2-carboxylate ONC(/C=C/C1=C(C=CC=C1)N1CCC2(CCCN(C2)C(=O)OC(C)(C)C)CC1)=O